C(C(CCCCO)O)O 1,2,6-Hexantriol